(2S,2'S)-2,2'-((((((2,2'-dimethyl-[1,1'-biphenyl]-3,3'-diyl)bis(azanediyl))bis(carbonyl))bis(4-methoxypyridine-6,3-diyl))bis(methylene))bis(azanediyl))bis(3-methoxypropanoic acid) CC1=C(C=CC=C1NC(=O)C1=CC(=C(C=N1)CN[C@H](C(=O)O)COC)OC)C1=C(C(=CC=C1)NC(=O)C1=CC(=C(C=N1)CN[C@H](C(=O)O)COC)OC)C